2-[(2R,5S)-5-methyl-2-(p-tolyl)-1-piperidyl]-N-(5-methyl-3-pyridyl)-2-oxo-acetamide C[C@H]1CC[C@@H](N(C1)C(C(=O)NC=1C=NC=C(C1)C)=O)C1=CC=C(C=C1)C